The molecule is a biaryl that is 5,5',7,7',9,9',10a,10a'-octahydro-6H,6'H-2,2'-bixanthene substituted by acetyloxy groups at C-5 and C-5', (acetyloxy)methyl group at C-10a and C-10a', hydroxy groups at C-1, C-1', C-8 and C-8', methyl groups at C-6 and C-6' and oxo groups at C-9 and C-9' respectively. A dimeric tetrahydroxanthone derivative isolated from Phomopsis longicolla, it exhibits antibacterial and cytotoxic activities. It has a role as a metabolite, an antimicrobial agent and an antineoplastic agent. It is an acetate ester, a biaryl, a polyphenol and a member of xanthones. C[C@@H]1CC(=O)C2=C(C3=C(C=CC(=C3O)C4=C(C5=C(C=C4)O[C@@]6([C@@H]([C@@H](CC(=O)C6=C5O)C)OC(=O)C)COC(=O)C)O)O[C@@]2([C@@H]1OC(=O)C)COC(=O)C)O